tris(2-(1H-pyrazole-1-yl)-4-tert-butylpyridine) cobalt (III) [Co+3].N1(N=CC=C1)C1=NC=CC(=C1)C(C)(C)C.N1(N=CC=C1)C1=NC=CC(=C1)C(C)(C)C.N1(N=CC=C1)C1=NC=CC(=C1)C(C)(C)C